CS(=O)(=O)OC[C@@H]1CN(CCO1)C(=O)OC(C)(C)C tert-butyl (S)-2-(((methylsulfonyl)oxy)methyl)morpholine-4-carboxylate